7-((3,3-difluoro-1-(2-(4-(4-nitrophenyl)piperazin-1-yl)ethyl)piperidin-4-yl)methoxy)-5-fluoro-2-(((tetrahydro-2H-pyran-4-yl)thio)methyl)quinazolin-4(3H)-one FC1(CN(CCC1COC1=CC(=C2C(NC(=NC2=C1)CSC1CCOCC1)=O)F)CCN1CCN(CC1)C1=CC=C(C=C1)[N+](=O)[O-])F